cyclohexyl ((4-nitrophenoxy)(2,2,2-trifluoroethoxy)phosphoryl)-L-alaninate [N+](=O)([O-])C1=CC=C(OP(=O)(OCC(F)(F)F)N[C@@H](C)C(=O)OC2CCCCC2)C=C1